naphthalen-2-ylmethyl benzimidothioate HBr salt Br.C(C1=CC=CC=C1)(=N)SCC1=CC2=CC=CC=C2C=C1